4-[6-[2-(2,2-difluoroethoxy)-6-fluoro-4-pyridinyl]-5-methyl-7,8-dihydro-5H-pyrido[4,3-d]pyrimidin-2-yl]thiazole FC(COC1=NC(=CC(=C1)N1C(C2=C(N=C(N=C2)C=2N=CSC2)CC1)C)F)F